N-[4-(2,5-difluorophenyl)-6-[rac-(3S)-3-fluoro-pyrrolidin-1-yl]pyrimidin-5-yl]-1-isopropyl-pyrazole-4-carboxamide FC1=C(C=C(C=C1)F)C1=NC=NC(=C1NC(=O)C=1C=NN(C1)C(C)C)N1C[C@H](CC1)F |r|